(-)-sodium phenylethanolate C1(=CC=CC=C1)C(C)[O-].[Na+]